2-[3-(3-methyl-1H-pyrazol-5-yl)-5-[(3R)-3-methylmorpholin-4-yl]-[1,2]thiazolo[4,5-b]pyridin-7-yl]-1λ^6,2-thiazinane-1,1-dione CC1=NNC(=C1)C1=NSC=2C1=NC(=CC2N2S(CCCC2)(=O)=O)N2[C@@H](COCC2)C